COC(=O)C1CC(C1)OC=1C=CC2=C(N=CO2)C1 (1s,3s)-3-(benzo[d]oxazol-5-yloxy)cyclobutane-1-carboxylic acid methyl ester